ClC1=CC(=NC=C1F)[C@@H](C)N[S@](=O)C(C)(C)C (R)-N-((R)-1-(4-chloro-5-fluoropyridin-2-yl)ethyl)-2-methylpropane-2-sulfinamide